tetraphenyltetratridecyl-pentaerythritol tetraphosphite P(O)(O)OC(C(C(OP(O)O)(CCCCCCCCCCCCC)C1=CC=CC=C1)(C(OP(O)O)(CCCCCCCCCCCCC)C1=CC=CC=C1)C(OP(O)O)(CCCCCCCCCCCCC)C1=CC=CC=C1)(CCCCCCCCCCCCC)C1=CC=CC=C1